(1-(4-Fluorobenzyl)-1H-pyrazol-4-yl)methylamine FC1=CC=C(CN2N=CC(=C2)CN)C=C1